1-(2,5-Dimethyl-6,8-dihydro-1,4,7,8b-tetraaza-as-indacen-7-yl)-2-[1-(2-trifluoromethyl-pyridin-4-yl)-azetidin-3-yl]-ethanone CC1=NN2C=3CN(CC3C(=NC2=C1)C)C(CC1CN(C1)C1=CC(=NC=C1)C(F)(F)F)=O